COC=1C=C(C=CC1NCC#CC=1N(C2=CC=CC(=C2C1)NC1CCC(CC1)N1CCC(CC1)C(F)(F)F)CC(F)(F)F)S(=O)(=O)N 3-methoxy-4-((3-(1-(2,2,2-trifluoroethyl)-4-(((1S,4S)-4-(4-(trifluoro-methyl)piperidin-1-yl)cyclohexyl)amino)-1H-indol-2-yl)prop-2-yn-1-yl)amino)benzenesulfonamide